chloro-9'-(4-oxocyclohexyl)-5'H-spiro[cyclohexane-1,7'-indolo[1,2-a]quinazolin]-5'-one ClC1=CC=CC=2C(N=C3N(C12)C1=CC=C(C=C1C31CCCCC1)C1CCC(CC1)=O)=O